2-methyl-N-(methylsulfonyl)acrylamide CC(C(=O)NS(=O)(=O)C)=C